COC1=CC=C(C=C1)N1C(NC(C(C1=O)CC1=CC(=C(C(=C1)OC)OC)OC)=O)=O 1-(4-methoxyphenyl)-5-(3,4,5-trimethoxybenzyl)pyrimidine-2,4,6(1H,3H,5H)-trione